2-chloro-N-(2-(cyclohexylamino)-2-oxo-1-(pyridin-3-yl)ethyl)-N-(2-methoxyphenethyl)acetamide ClCC(=O)N(CCC1=C(C=CC=C1)OC)C(C(=O)NC1CCCCC1)C=1C=NC=CC1